C(CCCC)(=O)OOCCCCC pentyl peroxyvalerate